6-(2,5-dioxo-2,5-dihydro-1H-pyrrol-1-yl)-N-[(1S)-1-{[(1S)-1-{[4-(hydroxymethyl)-2-methylphenyl]carbamoyl}ethyl]carbamoyl}-2-methylpropyl]hexanamide O=C1N(C(C=C1)=O)CCCCCC(=O)N[C@@H](C(C)C)C(N[C@@H](C)C(NC1=C(C=C(C=C1)CO)C)=O)=O